Cl.C(C)(C)OC(C1=CN=C(C=C1OC(C)C)N)=O 6-amino-4-isopropoxynicotinic acid isopropyl ester hydrochloride